N1(C=CN=CC=C1)C(=O)OC(C)(C)C tert-butyl 1,4-diazepin-1-carboxylate